NC1=NC=C(C2=C1C(=C(N2C)C2=C(C=C(C=C2)NC(C(=C)F)=O)C)C2=CC(=C(C(=O)NC1C(C1)(F)F)C=C2)OC)C#CC(C)(C)O 4-(4-amino-2-{4-[(2-fluoroacrylamido)]-2-methylphenyl}-7-(3-hydroxy-3-methylbut-1-ynyl)-1-methylpyrrolo[3,2-c]pyridin-3-yl)-N-(2,2-difluorocyclopropyl)-2-methoxybenzamide